5-(2,4,5-trifluoro-3-methoxyphenyl)thiophene-2-carboxylic acid FC1=C(C=C(C(=C1OC)F)F)C1=CC=C(S1)C(=O)O